N1C(=NC2=C1C=CC=C2)C=2N=CN1C2C=NC(=C1)C=1C(=C(C=CC1F)NS(=O)(=O)C=1C(=NC=C(C1)Cl)C)F N-[3-[1-(1H-1,3-benzodiazol-2-yl)imidazo[1,5-a]pyrazin-6-yl]-2,4-difluorophenyl]-5-chloro-2-methylpyridine-3-sulfonamide